6-(N-{(2S)-2-amino-4-[{(1R)-1-[1-benzyl-4-(2,5-difluorophenyl)-1H-pyrrol-2-yl]-2,2-dimethylpropyl}(glycoloyl)amino]butanoyl}-beta-alanyl)-L-lysine N[C@H](C(=O)NCCC(=O)C(CCC[C@H](N)C(=O)O)N)CCN(C(CO)=O)[C@H](C(C)(C)C)C=1N(C=C(C1)C1=C(C=CC(=C1)F)F)CC1=CC=CC=C1